methyl 2-amino-3-cyano-1H-indole-7-carboxylate NC=1NC2=C(C=CC=C2C1C#N)C(=O)OC